((benzyloxy)methoxy)-2-(4-methoxyphenyl)-3-(5-methylthiazol-4-yl)-1H-inden-1-one C(C1=CC=CC=C1)OCOC1=C2C(=C(C(C2=CC=C1)=O)C1=CC=C(C=C1)OC)C=1N=CSC1C